FC1=C(C=CC=C1)NS(=O)(=O)C=1C=C(C(=O)NC2=NC=CC=C2)C=CC1 3-(N-(2-fluorophenyl)sulfamoyl)-N-(pyridin-2-yl)benzamide